C(C)(C)(C)OC(=O)N1CC(C(CCC1)O)N 3-amino-4-hydroxyazepan-1-carboxylic acid tert-butyl ester